(R)-2-(difluoro-methyl)morpholine FC([C@H]1CNCCO1)F